BrC1=NN2C([C@@H](N([C@@H](C2)C)C(=O)OC(C)(C)C)C)=C1 tert-butyl (4S,6R)-2-bromo-4,6-dimethyl-6,7-dihydropyrazolo[1,5-a]pyrazine-5(4H)-carboxylate